NC(C)C=1C(=NC=CN1)C=1OCC(N(N1)CC(=O)N)=O 2-(2-(3-(1-aminoethyl)pyrazin-2-yl)-5-oxo-5,6-dihydro-4H-1,3,4-oxadiazin-4-yl)acetamide